S-(5'-Adenosyl)-L-methionine [C@@H]1([C@H](O)[C@H](O)[C@@H](C[S+](CC[C@H](N)C(=O)O)C)O1)N1C=NC=2C(N)=NC=NC12